(((2S,4S)-4-((2-((2,4-Difluorophenoxy)methyl)pyrimidin-4-yl)oxy)-2-methylpiperidin-1-yl)methyl)-1-(((S)-oxetan-2-yl)methyl)-N-(pyridin-3-yl)-1H-benzo[d]imidazole-6-carboxamide FC1=C(OCC2=NC=CC(=N2)O[C@@H]2C[C@@H](N(CC2)CC2=NC3=C(N2C[C@H]2OCC2)C=C(C=C3)C(=O)NC=3C=NC=CC3)C)C=CC(=C1)F